CC(CCC=C)N([C@H]1CN(CC1)C(=O)OC(C)(C)C)C tert-butyl (3R)-3-(hex-5-en-2-yl(methyl)amino)pyrrolidine-1-carboxylate